N'-(1,3-dimethylbutylidene)3-hydroxypicolinic hydrazide CC(CC(C)C)=NNC(C1=NC=CC=C1O)=O